CC(CC)C=1C(=CC(=C(C(=O)O)C1)C)O 5-(1-methylpropyl)-4-hydroxy-2-methylbenzoic acid